OCCN(CC(=O)[O-])CCO bishydroxyethylglycinat